BrC=1C=NC(=NC1)N[C@H]1C[C@H](CCC1)N1C(C2=CC(=CC=C2C1)[N+](=O)[O-])=O 2-((1S,3R)-3-((5-bromopyrimidin-2-yl)amino)cyclohexyl)-6-nitroisoindolin-1-one